COC(C(CC(=O)N1CCN(CC1)C(=O)OC(C)(C)C)=O)C tert-butyl 4-(4-methoxy-3-oxopentanoyl)piperazine-1-carboxylate